3-(7-Methyl-1H-indazol-5-yl)-2-{[4-(2-oxo-1,4-dihydro-2H-quinazolin-3-yl)-piperidine-1-carbonyl]-amino}-propionic acid ethyl ester C(C)OC(C(CC=1C=C2C=NNC2=C(C1)C)NC(=O)N1CCC(CC1)N1C(NC2=CC=CC=C2C1)=O)=O